3-fluoro-2-(isoxazol-5-yl)-5-methylphenol FC=1C(=C(C=C(C1)C)O)C1=CC=NO1